NC1=NC2=C(C=3N1N=C(N3)C=3OC=CC3)C=NN2C(C(=O)O)(C)C2=CC=CC=C2 2-(5-amino-2-(furan-2-yl)-7H-pyrazolo[4,3-e][1,2,4]triazolo[1,5-c]pyrimidin-7-yl)-2-phenylpropionic acid